ethyl caprylate (octanoate) C(CCCCCCC)(=O)O.C(CCCCCCC)(=O)OCC